2-((4-((S)-3-(2,4-dichlorophenyl)-2,3-dihydrobenzo[b][1,4]dioxin-5-yl)piperidin-1-yl)methyl)-1-(((S)-oxetan-2-yl)methyl)-1H-benzo[d]imidazole-6-carboxylic acid ClC1=C(C=CC(=C1)Cl)[C@@H]1OC2=C(OC1)C=CC=C2C2CCN(CC2)CC2=NC1=C(N2C[C@H]2OCC2)C=C(C=C1)C(=O)O